4-(4-Hydroxy-4-methylpentyl)-3-cyclohexencarbaldehyd OC(CCCC1=CCC(CC1)C=O)(C)C